N-Feruloyl-3-methoxytyramine C(\C=C\C1=CC(OC)=C(O)C=C1)(=O)NCCC1=CC(=C(C=C1)O)OC